C(#N)C1=CNC2=C(C=CC(=C12)C)NS(=O)(=O)C=1C=NN(C1F)C N-(3-Cyano-4-methyl-1H-indol-7-yl)-5-fluoro-1-methyl-pyrazol-4-sulfonamid